C(C)(C)(C)[Si](OC1=CC(=C(C=C1)C1=CN=CC(=N1)C(=O)OC)Cl)(C)C methyl 6-(4-((tertbutyldimethylsilyl)oxy)-2-chlorophenyl)pyrazine-2-carboxylate